C(C)(C)(C)OC(=O)N1[C@@H](CCC1)CC=1N=C2C=CC=CC2=C2C=C(C=C(C12)C)C (S)-2-((7,9-dimethylphenanthridin-6-yl)methyl)pyrrolidine-1-carboxylic acid tert-butyl ester